2-O-α-D-Glucopyranosyl-L-ascorbic acid C([C@@H]1[C@H]([C@@H]([C@H]([C@H](O1)OC2=C([C@H](OC2=O)[C@@H](CO)O)O)O)O)O)O